3-[(4-fluorophenyl)carbamoyl]oxetane-3-carboxylic acid FC1=CC=C(C=C1)NC(=O)C1(COC1)C(=O)O